OCC1CCC(CC1)(O)C (1r,4r)-4-(hydroxymethyl)-1-methylcyclohexan-1-ol